O1CC(CC1)CC=O 2-(OXOLAN-3-YL)ACETALDEHYDE